N-(3-(6-morpholinyl-1H-benzoimidazol-2-yl)-1H-indazol-4-yl)ethenesulfonamide N1(CCOCC1)C=1C=CC2=C(NC(=N2)C2=NNC3=CC=CC(=C23)NS(=O)(=O)C=C)C1